C(C1=CC=CC=C1)N1CC2(C(C2C1)C(=O)Cl)C 3-benzyl-1-methyl-3-azabicyclo[3.1.0]hexane-6-carbonyl chloride